BrC1=CC=C(C=C1)NCC#N 2-((4-bromophenyl)amino)acetonitrile